6-methoxy-2H-spiro[1-benzofuran-3,1'-cyclopropane]-7-sulfonyl chloride COC1=C(C2=C(C=C1)C1(CC1)CO2)S(=O)(=O)Cl